C(C)(C)(C)N1CCC(CC1)O tert-butyl-4-hydroxy-piperidine